SC1=NNC(=N1)C(C)C 3-mercapto-5-isopropyl-1,2,4-triazole